6-Chloro-2-cyclopentyl-1-oxo-4-(4-(trifluoromethyl)phenyl)-1,2-dihydroisoquinoline-3-carboxylic Acid ClC=1C=C2C(=C(N(C(C2=CC1)=O)C1CCCC1)C(=O)O)C1=CC=C(C=C1)C(F)(F)F